BrC1=NNC2=CC=CC=C12 3-bromo-1H-indazole